(S)-4-(7-chloro-6-fluoro-1-(4-(3-hydroxypropyl)-2-isopropylpyridine-3-yl)-2-oxo-1,2-dihydropyrido[2,3-d]Pyrimidin-4-yl)-3-methylpiperazine-1-carboxylic acid tert-butyl ester C(C)(C)(C)OC(=O)N1C[C@@H](N(CC1)C=1C2=C(N(C(N1)=O)C=1C(=NC=CC1CCCO)C(C)C)N=C(C(=C2)F)Cl)C